methyl-3-cyclobutyl-4-iodo-1H-pyrazole CN1N=C(C(=C1)I)C1CCC1